CN(C(=O)N1CCN(CC1)C=1C=2N(C=C(C1)S(NC1(CC1)C)(=O)=O)C(=CN2)C#CC)C N,N-dimethyl-4-(6-(N-(1-methylcyclopropyl)sulfamoyl)-3-(prop-1-yn-1-yl)imidazo[1,2-a]pyridin-8-yl)piperazine-1-carboxamide